O=P1(SCCN1)N[C@@H](C)C(=O)OC(C)C Isopropyl (2-Oxido-1,3,2-Thiazaphospholidin-2-Yl)-L-Alaninate